4-methoxy-N,N-diethyltryptamine COC=1C=CC=C2NC=C(CCN(CC)CC)C12